OCCNC1=CC(=NC=N1)NC1=CC2=C(C(NC23CCCCC3)=O)S1 2'-((6-((2-Hydroxyethyl)amino)pyrimidin-4-yl)amino)spiro[cyclohexane-1,4'-thieno[2,3-c]pyrrol]-6'(5'H)-one